tert-butyl (3R,4S)-3-(5-(4-amino-5-((4,4-difluoropiperidin-1-yl)methyl)pyrrolo[2,1-f][1,2,4]triazin-7-yl)-4-fluoro-2-methylbenzamido)-4-fluoropyrrolidine-1-carboxylate NC1=NC=NN2C1=C(C=C2C=2C(=CC(=C(C(=O)N[C@@H]1CN(C[C@@H]1F)C(=O)OC(C)(C)C)C2)C)F)CN2CCC(CC2)(F)F